N[C@@H]1CC[C@H](CC1)N1CCN(CC1)C1=C(C=C(C=C1)NC1C(NC(CC1)=O)=O)F trans-3-((4-(4-((1r,4r)-4-aminocyclohexyl)piperazin-1-yl)-3-fluorophenyl)amino)piperidine-2,6-dione